phenylbutylacrylamide C1(=CC=CC=C1)CCCCC(C(=O)N)=C